C(C)OC(=O)C1=NN2C(N=C(C=C2Cl)Cl)=C1 5,7-dichloropyrazolo[1,5-a]pyrimidine-2-carboxylic acid ethyl ester